methyl 6-(2-hydroxycyclohexyl)-2-methoxynicotinate OC1C(CCCC1)C1=NC(=C(C(=O)OC)C=C1)OC